N1C(=NC=C1)CNC(CC(C(=O)OC1(CCC1)C1=CC=C(C=C1)C(F)(F)F)=C)=O 1-(4-(trifluoromethyl)phenyl)cyclobutyl 4-(((1H-imidazol-2-yl)methyl)amino)-2-methylene-4-oxobutanoate